FC1=C(C2=C(C(=C(C(=C2C(=C1F)F)F)F)F)F)[B-](C1=C(C(=C(C2=C(C(=C(C(=C12)F)F)F)F)F)F)F)(C1=C(C(=C(C2=C(C(=C(C(=C12)F)F)F)F)F)F)F)C1=C(C(=C(C2=C(C(=C(C(=C12)F)F)F)F)F)F)F.C[NH+](C1=CC=CC=C1)C N,N-Dimethyl-anilinium tetrakis(perfluoronaphthyl)borat